4-(4-bromo-phenyl)-4,4-difluoro-butyl methanesulfonate CS(=O)(=O)OCCCC(F)(F)C1=CC=C(C=C1)Br